C(=O)(O)C1=C(C=CC=C1C(=O)O)SC1=C(C(=CC=C1)C(=O)O)C(=O)O 2,3-dicarboxyphenylsulfide